2-(2,3-difluorophenyl)-5-ethyltetrahydro-2H-pyran FC1=C(C=CC=C1F)C1OCC(CC1)CC